(S)-methyl 2-((2,5-dioxopiperazin-1-yl)methyl)-1-(oxetan-2-ylmethyl)-1H-benzo[d]imidazole-6-carboxylate O=C1N(CC(NC1)=O)CC1=NC2=C(N1C[C@H]1OCC1)C=C(C=C2)C(=O)OC